5-(trifluoromethyl)-4,5-dihydro-1,2-oxazol-5-yl acetate C(C)(=O)OC1(CC=NO1)C(F)(F)F